The molecule is a fatty acyl-AMP(1-) obtained by deprotonation of the phosphate OH group of hexadecanoyl-AMP; major species at pH 7.3. It is a saturated fatty acyl-AMP(1-) and a long-chain fatty acyl-AMP(1-). It is a conjugate base of a hexadecanoyl-AMP. CCCCCCCCCCCCCCCC(=O)OP(=O)([O-])OC[C@@H]1[C@H]([C@H]([C@@H](O1)N2C=NC3=C(N=CN=C32)N)O)O